ClC1=NC=C(C(=C1)C1=C(C=NC(=C1)C)C(=O)NC=1SC2=C(N1)CN(C2)C(=O)C2=C(C=NN2CC)Cl)OC 2'-chloro-N-(5-(4-chloro-1-ethyl-1H-pyrazole-5-carbonyl)-5,6-dihydro-4H-pyrrolo[3,4-d]thiazol-2-yl)-5'-methoxy-6-methyl-[4,4'-bipyridine]-3-carboxamide